[N-benzyl-1-carbamoyl-1-aza-1,2,3,4-tetrahydrocarbazol-8-yl]oxyacetic acid C(C1=CC=CC=C1)N1C2=C(C=CC=C2C=2CCCN(C12)C(N)=O)OCC(=O)O